O=C1NC(CCC1N1C(C2=CC=C(C=C2C1)OC[C@@H]1N(CCCC1)CC=1C=CC(=NC1)N1CCN(CC1)C(=O)OC(C)(C)C)=O)=O tert-butyl 4-(5-(((2R)-2-(((2-(2,6-dioxopiperidin-3-yl)-1-oxoisoindolin-5-yl)oxy)methyl)piperidin-1-yl)methyl)pyridin-2-yl)piperazine-1-carboxylate